COCCNC([O-])=O (2-methoxy ethyl)carbamate